BrC1=CC=C(CN2CCN(CC2)C2=CC=C(C=C2)C2=CC3=C(C(=N2)C)C=C(N3C)C3=CC=C(C=C3)S(=O)(=O)C)C=C1 6-(4-(4-(4-bromobenzyl)piperazin-1-yl)phenyl)-1,4-dimethyl-2-(4-(methylsulfonyl)phenyl)-1H-pyrrolo[3,2-c]pyridine